6-oxo-4-(perfluoroethyl)-1,6-dihydropyrimidin O=C1C=C(N=CN1)C(C(F)(F)F)(F)F